FC1=C(C=CC(=C1)F)C1=CC(=CN1S(=O)(=O)C1=CC=C(C)C=C1)CNC([2H])([2H])[2H] N-((5-(2,4-difluorophenyl)-1-tosyl-1H-pyrrol-3-yl)methyl)methane-d3-amine